3-((1R)-1-((6-(1-Acetyl-3-methoxypyrrolidin-3-yl)-8-methyl-7-oxo-7,8-Dihydro-1,8-naphthyridin-4-yl)amino)ethyl)-2-methylbenzonitrile C(C)(=O)N1CC(CC1)(OC)C1=CC=2C(=CC=NC2N(C1=O)C)N[C@H](C)C=1C(=C(C#N)C=CC1)C